C(C)C=1C=2C3=CN=C(C(OCC4=CC(=CC=C4C=4N=C(SC4CC2N(N1)C)C)F)=C3)N 3-ethyl-16-fluoro-5,10-dimethyl-20-oxa-9-thia-4,5,11,23-tetraazapentacyclo[19.3.1.02,6.08,12.013,18]pentacosa-1(24),2(6),3,8(12),10,13,15,17,21(25),22-decaen-22-amine